1-((1S,4S)-5-(4-((2,3-difluoro-4-(((S)-tetrahydrofuran-2-yl)methoxy)phenyl)amino)pyrido[3,2-d]pyrimidin-6-yl)-2,5-diazabicyclo[2.2.1]heptan-2-yl)prop-2-en-1-one FC1=C(C=CC(=C1F)OC[C@H]1OCCC1)NC=1C2=C(N=CN1)C=CC(=N2)N2[C@@H]1CN([C@H](C2)C1)C(C=C)=O